Methyl 2-(4-(6-((4-cyano-2-fluorobenzyl)oxy)pyridin-2-yl)-2-(N-(methylsulfonyl)methylsulfonamido)benzyl)-1-(2-methoxyethyl)-1H-benzo[d]imidazole-6-carboxylate C(#N)C1=CC(=C(COC2=CC=CC(=N2)C2=CC(=C(CC3=NC4=C(N3CCOC)C=C(C=C4)C(=O)OC)C=C2)N(S(=O)(=O)C)S(=O)(=O)C)C=C1)F